CC1=C(C(=O)P(C2=CC=CC=C2)(C(C2=C(C=C(C=C2C)C)C)=O)=O)C(=CC(=C1)C)C bis(2,4,6-trimethylbenzoyl)-phenylphosphine-oxide